N-(2-hydroxy-3-(3-(tris(trimethylsilyloxy)silyl)propyloxy)propyl)-2-methyl-acrylamide tert-butyl-(3,5-difluoro-2-methyl-4-(pyrrolo[2,1-f][1,2,4]triazin-4-yl)benzyl)carbamate C(C)(C)(C)N(C(O)=O)CC1=C(C(=C(C(=C1)F)C1=NC=NN2C1=CC=C2)F)C.OC(CNC(C(=C)C)=O)COCCC[Si](O[Si](C)(C)C)(O[Si](C)(C)C)O[Si](C)(C)C